(1s,4s)-N-(3-Methoxy-4-methylphenyl)-4-(4-methyl-6-(2-(methylamino)ethylamino)-1-oxoisoindolin-2-yl)cyclohexanecarboxamide COC=1C=C(C=CC1C)NC(=O)C1CCC(CC1)N1C(C2=CC(=CC(=C2C1)C)NCCNC)=O